NCC1(CCC(CC1)NC(OC(C)(C)C)=O)O tert-butyl (4-(aminomethyl)-4-hydroxycyclohexyl)carbamate